4-((8-chloro-3-((3R,4S)-3-hydroxytetrahydro-2H-pyran-4-yl)-7-methyl-4-oxo-3,4-dihydrobenzo[d][1,2,3]triazin-6-yl)methyl)-2-fluoro-N-methylbenzamide ClC1=C(C(=CC2=C1N=NN(C2=O)[C@@H]2[C@H](COCC2)O)CC2=CC(=C(C(=O)NC)C=C2)F)C